C(C(=C)C)(=O)OCCCCCCCCCCCCCCCCCCCCCCCCOC(C=C)=O 24-(acryloyloxy)-tetracosanyl methacrylate